C(CCCCC(C)C)OC(CSCC1=CC(=C(C(=C1)C(C)(C)C)O)C(C)(C)C)=O isooctyl-3,5-di-tert-butyl-4-hydroxybenzylmercapto-acetate